2-chloro-4-(4-fluoro-phenoxy)-6-trifluoromethyl-pyrimidine ClC1=NC(=CC(=N1)OC1=CC=C(C=C1)F)C(F)(F)F